C(CCC)P([O-])(=O)CCC1CCCCC1 butylcyclohexylethylphosphinat